[(E,1S)-6-(dimethylamino)-1-[[1-[(6-fluoro-7-isobutyl-1H-pyrrolo[3,2-b]pyridin-2-yl)methyl]-2-oxo-3-pyridyl]carbamoyl]-6-oxo-hex-4-enyl]N-methyl-N-[2-(methylamino)ethyl]carbamate CN(C(/C=C/CC[C@@H](C(NC=1C(N(C=CC1)CC1=CC2=NC=C(C(=C2N1)CC(C)C)F)=O)=O)OC(N(CCNC)C)=O)=O)C